di-n-propoxy-o-xylene C(CC)OC=1C(=C(C(=CC1)C)C)OCCC